CNC(=O)C1=NN(C(=C1)C(=O)NCCC1OCCCC1)[C@@H](C)C1=CC=CC=C1 N3-Methyl-1-((S)-1-phenylethyl)-N5-(2-(tetrahydro-2H-pyran-2-yl)ethyl)-1H-pyrazole-3,5-dicarboxamide